C1(CCCCC1)CCCC1=CC2=C(S1)C1=CC=3C=CC4=C(SC(=C4)CCCCCCCC)C3C=C1C=C2 2-(3-cyclohexylpropyl)-8-octyl-anthra[1,2-b:5,6-b']dithiophene